4-((3-(1H-indol-2-yl)-4-(pyrrolidin-1-yl)phenyl)sulfonyl)morpholine N1C(=CC2=CC=CC=C12)C=1C=C(C=CC1N1CCCC1)S(=O)(=O)N1CCOCC1